6-(4-(2,4,4-Trimethylpentan-2-yl)phenoxy)pyridin-3-amin CC(C)(CC(C)(C)C)C1=CC=C(OC2=CC=C(C=N2)N)C=C1